COC1CC(NC1)C(=O)O 4-methoxypyrrolidine-2-carboxylic acid